CC1=CC(=C(C=C1)C)C(=O)O The molecule is a dimethylbenzoic acid in which the two methyl groups are located at positions 2 and 5. It derives from a benzoic acid. It is a conjugate acid of a 2,5-dimethylbenzoate.